tert-Butyl N-{1-[3-(aminomethyl)-6-methylpyrazin-2-yl]-4-methylpiperidin-4-yl}carbamate NCC=1C(=NC(=CN1)C)N1CCC(CC1)(C)NC(OC(C)(C)C)=O